BrC1=NN(C(=C1C(=O)OCC)Br)CC(CO)OCC1=CC=CC=C1 Ethyl 3,5-dibromo-1-(3-hydroxy-2-phenylmethoxypropyl)pyrazole-4-carboxylate